BrC=1C=C(C2=C(N(C(=N2)CC(C)(C)NC(OC(C)(C)C)=O)C(C)C)C1)F tert-butyl {1-[6-bromo-4-fluoro-1-(propan-2-yl)-1H-benzimidazol-2-yl]-2-methylpropan-2-yl}carbamate